(1R,2R,3aS,10aR)-1-{(1E,3ξ)-3-[1-(2,5-difluorophenyl)cyclopropyl]-3-hydroxy-1-propen-1-yl}-2-hydroxy-2,3,3a,9,10,10a-hexahydro-1H-benzo[b]cyclopenta[f]oxepin-6-carboxylic acid FC1=C(C=C(C=C1)F)C1(CC1)C(/C=C/[C@H]1[C@@H](C[C@H]2[C@@H]1CCC1=C(O2)C=C(C=C1)C(=O)O)O)O